methyl N-[5-[8-methyl-6-(5-methyl-1,3,4-oxadiazol-2-yl)imidazo[1,2-a]pyridin-3-yl]-2-pyridyl]carbamate CC=1C=2N(C=C(C1)C=1OC(=NN1)C)C(=CN2)C=2C=CC(=NC2)NC(OC)=O